1-[(2-Amino-6,9-Dihydro-1h-Purin-6-Yl)Oxy]-3-Methyl-2-Butanol NC=1NC(C=2N=CNC2N1)OCC(C(C)C)O